N=1C=NN2C1C=C(C=C2)C2=NNC1=NC(=CN=C12)N1C[C@@H]2[C@]([C@@H]2CC1)(C1=C(C=CC=C1)F)CN ((1S,6R,7R)-3-(3-([1,2,4]triazolo[1,5-a]pyridin-7-yl)-1H-pyrazolo[3,4-b]pyrazin-6-yl)-7-(2-fluorophenyl)-3-azabicyclo[4.1.0]heptan-7-yl)methanamine